O=C1NOC2=C(C=C1)C=CC=C2 oxobenzooxazepine